7-(3,4-Difluorophenyl)-N-[(4S)-3,4-dihydro-2H-chromen-4-yl]-3-isopropyl-1-benzothiophene-2-carboxamide FC=1C=C(C=CC1F)C1=CC=CC=2C(=C(SC21)C(=O)N[C@H]2CCOC1=CC=CC=C21)C(C)C